ClC1=C(C=C(C=C1)C(C=1CC(C=CC1)(C)C)C1(C(=O)N)CC=CC=C1)CC1=CC=C(C=C1)OCC 1-(4-chloro-3-(4-ethoxybenzyl)phenyl-3,3-dimethylbenzyl)benzamide